4-(3-fluoro-2-hydroxyphenyl)-7-(4-methyl-1,3-thiazol-5-yl)-2-(2-(2-propenoyl)-2,6-diazaspiro[3.4]octan-6-yl)-5,6,7,8-tetrahydro-1,7-naphthyridine-3-carbonitrile FC=1C(=C(C=CC1)C1=C(C(=NC=2CN(CCC12)C1=C(N=CS1)C)N1CC2(CN(C2)C(C=C)=O)CC1)C#N)O